NC1=CC(=C(C(=O)NC)C=C1)F 4-amino-2-fluoro-N-methyl-benzamide